bis(pentamethylcyclopentadienyl)yttrium CC1=C(C(=C(C1(C)[Y]C1(C(=C(C(=C1C)C)C)C)C)C)C)C